C(=C)OCCOC=C ethyleneglycol divinyl ether